COCCNC=1C(C(C1N(CC1=NC=C(C=C1)C1=NOC(=N1)C(F)(F)F)C)=O)=O 3-((2-methoxyethyl)amino)-4-(methyl((5-(5-(trifluoromethyl)-1,2,4-oxadiazol-3-yl)pyridin-2-yl)methyl)amino)cyclobut-3-ene-1,2-dione